2-(2,5-diazabicyclo[4.1.0]heptan-2-yl)-6-ethyl-4-methyl-3-(1-methyl-1H-pyrazol-3-yl)-8-(1-methyl-1H-pyrazol-5-yl)quinoline C12N(CCNC2C1)C1=NC2=C(C=C(C=C2C(=C1C1=NN(C=C1)C)C)CC)C1=CC=NN1C